2-((1H-pyrazolo[3,4-d]pyrimidin-6-yl)amino)-9-(5,6,7,8-tetrahydro-1,8-naphthyridin-2-yl)nonanoic acid N1N=CC=2C1=NC(=NC2)NC(C(=O)O)CCCCCCCC2=NC=1NCCCC1C=C2